ClC=1C(=NC(=NC1)NC1=C(C=C(C=C1)N1CCN(CC1)C)OC)OC=1C=C(C=CC1)NC(C=C)=O N-(3-(5-chloro-2-(2-methoxy-4-(4-methylpiperazin-1-yl)phenylamino)pyrimidin-4-yloxy)phenyl)acrylamide